propenyl-thiourea C(=CC)NC(=S)N